CC(C(=S)S)(C)C dimethyl-dithiopropionic acid